C(C)OC(C[C@@H](C=1C=C(C2=C(C=CS2)C1)CO)C1=C(C2=C(N(N=N2)C)C(=C1)OC(F)(F)F)C)=O (3S)-3-[1,4-dimethyl-7-(trifluoromethoxy)-1H-benzotriazol-5-yl]-3-[7-(hydroxymethyl)-1-benzothien-5-yl]propionic acid ethyl ester